α,α-dichloromethyl methyl ether COC(Cl)Cl